4-[5-(2-aminoethyl)pyrimidin-2-yl]-3-[(5-pyridin-3-yl-1,3,4-thiadiazol-2-yl)oxy]benzonitrile NCCC=1C=NC(=NC1)C1=C(C=C(C#N)C=C1)OC=1SC(=NN1)C=1C=NC=CC1